6-(naphthalen-1-yl)hexanoic acid C1(=CC=CC2=CC=CC=C12)CCCCCC(=O)O